1-isobutyl-3-quinolin-3-ylurea C(C(C)C)NC(=O)NC=1C=NC2=CC=CC=C2C1